C(O)N(C1=NC(=NC(=N1)N(CO)CO)N(CO)CO)CO hexamethylolmelamine